ClC(C=1C=C(C=CC1C)S(=O)(=O)Cl)(Cl)Cl 3-trichloromethyl-4-methylbenzenesulfonyl chloride